trans-2-(((4-((S)-3-(4-chlorophenyl)isoxazolidine-2-carbonyl)cyclohexyl)methyl)amino)pyrimidine-4-carbonitrile ClC1=CC=C(C=C1)[C@H]1N(OCC1)C(=O)[C@@H]1CC[C@H](CC1)CNC1=NC=CC(=N1)C#N